ClC=1N=C(C2=C(N1)SC(=C2C)C)N(CC(=O)O)C N-(2-chloro-5,6-dimethylthieno[2,3-d]pyrimidin-4-yl)-N-methylglycine